5-(3-{2-[3-(3-bromophenyl)-2-oxo-1,3-diazinan-1-yl]ethyl}azetidin-1-yl)-2-(2,6-dioxopiperidin-3-yl)isoindole-1,3-dione BrC=1C=C(C=CC1)N1C(N(CCC1)CCC1CN(C1)C=1C=C2C(N(C(C2=CC1)=O)C1C(NC(CC1)=O)=O)=O)=O